3-(1H-imidazol-4-yl)-2-[3-(trifluoromethyl)-1H-1,2,4-triazol-5-yl]imidazo[1,2-a]pyrimidine-7-carboxylic acid N1C=NC(=C1)C1=C(N=C2N1C=CC(=N2)C(=O)O)C2=NC(=NN2)C(F)(F)F